(2R)-1-[(4aS,8aS)-3,4,4a,5,6,7,8,8a-Octahydro-2H-quinolin-1-yl]-2-[cyclopropyl-[(2,4-dimethoxyphenyl)methyl]amino]-3-hydroxy-propan-1-one N1(CCC[C@@H]2CCCC[C@H]12)C([C@@H](CO)N(CC1=C(C=C(C=C1)OC)OC)C1CC1)=O